6-(aminoethyl)pyridine-2-carboxamide NCCC1=CC=CC(=N1)C(=O)N